C(C=C)C(COCCOCCO)(CC=C)O diallyl-triethylene glycol